5-((3-cyanophenyl)oxy)-2-(2-methyl-[1,1'-biphenyl]-3-yl)-4-(((tetrahydro-2H-pyran-4-yl)amino)methyl)isoindole-1,3-dione C(#N)C=1C=C(C=CC1)OC=1C(=C2C(N(C(C2=CC1)=O)C=1C(=C(C=CC1)C1=CC=CC=C1)C)=O)CNC1CCOCC1